4-[18F]fluoropropoxy-3-iodobenzylguanidine [18F]CCCOC1=C(C=C(CNC(=N)N)C=C1)I